1-(2-methylpyridin-3-yl)benzene-1,2-diamine CC1=NC=CC=C1C1(C(C=CC=C1)N)N